4-(difluoromethoxy)-2-((4-fluoro-2-methylphenyl)-amino)-N-(6-methoxy-2-methylpyridin-3-yl)benzamide FC(OC1=CC(=C(C(=O)NC=2C(=NC(=CC2)OC)C)C=C1)NC1=C(C=C(C=C1)F)C)F